6-(thiophen-2-yl)pyridine-2-carboxylic acid S1C(=CC=C1)C1=CC=CC(=N1)C(=O)O